[N+](=O)([O-])C1=C(N)C=CC=C1 ortho-nitroaniline